1-cyclopentyl-2,3,3-trimethylbutan-1-one oxime C1(CCCC1)C(C(C(C)(C)C)C)=NO